C(C1=CC=CC=C1)OC[C@H](C([2H])([2H])O)NC(OC(C)(C)C)=O tert-butyl (S)-(1-(benzyloxy)-3-hydroxypropan-2-yl-3,3-d2)carbamate